(R)-3-((7-(8-chloronaphthalen-1-yl)-8-fluoro-2-(((S)-1-methylpyrrolidin-2-yl)methoxy)pyrido[4,3-d]pyrimidin-4-yl)(methyl)amino)pyrrolidine-1-carbonitrile ClC=1C=CC=C2C=CC=C(C12)C1=C(C=2N=C(N=C(C2C=N1)N([C@H]1CN(CC1)C#N)C)OC[C@H]1N(CCC1)C)F